C(C)(=O)C1=CC=C(C=C1)C#CCN1C(N(C(C(=C1Cl)NC(CCC1=CC=C(C=C1)C)=O)=O)C)=O N-(1-(3-(4-acetylphenyl)prop-2-yn-1-yl)-6-chloro-3-methyl-2,4-dioxo-1,2,3,4-tetrahydropyrimidin-5-yl)-3-(p-tolyl)propanamide